FC1=C(C=C(C=C1)C(C)O)NC1=NC=C(C(=N1)NC=1C=CC2=C(NC(O2)=O)C1)C 5-(2-(2-fluoro-5-(1-hydroxyethyl)phenylamino)-5-methylpyrimidin-4-ylamino)benzo[d]oxazol-2(3H)-one